COC=1C=C(C=CC1)C=1C=C(C=NC1)B(O)O [5-(3-METHOXYPHENYL)-3-PYRIDINYL]-BORONIC ACID